5-fluoro-4-(8-fluoroquinolin-6-yl)-N-(1-(pyridin-3-ylsulfonyl)piperidin-4-yl)pyrimidin-2-amine hydrochloride Cl.FC=1C(=NC(=NC1)NC1CCN(CC1)S(=O)(=O)C=1C=NC=CC1)C=1C=C2C=CC=NC2=C(C1)F